2-(prop-2-ynyloxy)tetrahydro-2H-pyran C(C#C)OC1OCCCC1